isononyl itaconate C(C(=C)CC(=O)[O-])(=O)OCCCCCCC(C)C